Ethyl (E)-3-(2,5-dimethyl-3,4-dihydro-2H-pyrano[2,3-b]quinolin-7-yl)acrylate CC1CCC=2C(=NC3=CC=C(C=C3C2C)/C=C/C(=O)OCC)O1